4-(8-nitro-1,1-dioxido-3,4-dihydro-2H-benzo[b][1,4,5]oxathiazepin-2-yl)benzonitrile [N+](=O)([O-])C1=CC2=C(OCCN(S2(=O)=O)C2=CC=C(C#N)C=C2)C=C1